(R)-2-(2-((5-(1-aminoisoquinolin-5-yl)-1'-(carboxymethyl)-2,3-dihydrospiro[indene-1,4'-piperidin]-3-yl)oxy)phenyl)acetic acid NC1=NC=CC2=C(C=CC=C12)C=1C=C2[C@@H](CC3(CCN(CC3)CC(=O)O)C2=CC1)OC1=C(C=CC=C1)CC(=O)O